N1=C(N=CC2=C1CNCC2)NC=2C=NC=1CCN(CC1C2)C(=O)OC(C)(C)C tert-butyl 3-({5H,6H,7H,8H-pyrido[3,4-d]pyrimidin-2-yl}amino)-5,6,7,8-tetrahydro-1,6-naphthyridine-6-carboxylate